C(C)(C)(C)OC(=O)N1CC2NCCC2C1 hexahydropyrrolo-[3,4-b]pyrrole-5(1H)-carboxylic acid tert-butyl ester